F[P-](F)(F)(F)(F)F.CN(C)C(=[N+](C)C)ON1N=NC=2C1=NC=CC2 N-[(Dimethylamino)(3H-[1,2,3]triazolo[4,5-b]pyridin-3-yloxy)methylidene]-N-methylmethylaminium hexafluorophosphate